iodine sulfur barium [Ba].[S].[I]